N-(1-(3-fluorophenyl)-6-(3-(4-hydroxybutoxy)-1H-pyrazol-1-yl)-1H-pyrazolo[3,4-d]pyrimidin-4-yl)-5-nitrothiophene-2-carboxamide FC=1C=C(C=CC1)N1N=CC=2C1=NC(=NC2NC(=O)C=2SC(=CC2)[N+](=O)[O-])N2N=C(C=C2)OCCCCO